4-(2-(1-Ethyl-3-(trifluoromethyl)-1H-pyrazol-4-yl)-5-hydroxyphenyl)thieno(2,3-c)pyridine-2-carbonitrile C(C)N1N=C(C(=C1)C1=C(C=C(C=C1)O)C1=C2C(=CN=C1)SC(=C2)C#N)C(F)(F)F